(R)-3-chloro-5-(3-methyl-3-phenylpyrrolidin-1-yl)picolinic acid ClC=1C(=NC=C(C1)N1C[C@](CC1)(C1=CC=CC=C1)C)C(=O)O